OC[C@H](C)N1C=NC2=C(C1=O)C=C(N=C2C=2C=NC=CC2)C=2C=NC=CC2 (S)-3-(1-hydroxypropan-2-yl)-6,8-di(pyridin-3-yl)pyrido[3,4-d]pyrimidin-4(3H)-one